4-(3-(4-chlorophenyl)-4-hydroxy-1H-pyrazol-5-yl)-N-(3-(dimethylamino)propyl)benzamide ClC1=CC=C(C=C1)C1=NNC(=C1O)C1=CC=C(C(=O)NCCCN(C)C)C=C1